ClC=1C=C(CN2N=C3C4=C(CCC3=C2)OC(=C4C)C(=O)NCCCOCC)C=CC1 2-(3-chlorobenzyl)-N-(3-ethoxypropyl)-8-methyl-4,5-dihydro-2H-furo[2,3-g]indazole-7-carboxamide